{1-[1-(4-fluorobenzoyl)piperidin-4-yl]-3-[4-(7H-pyrrolo[2,3-d]pyrimidin-4-yl)-1H-pyrazol-1-yl]azetidin-3-yl}acetonitrile FC1=CC=C(C(=O)N2CCC(CC2)N2CC(C2)(N2N=CC(=C2)C=2C3=C(N=CN2)NC=C3)CC#N)C=C1